C(CC)NC(O[C@@H]1C[C@@H](CC1)C1=CC(=NN1)NC(=O)C=1C(=NC(=CC1)C)C)=O (1S,3R)-3-(3-{[(2,6-dimethylpyridin-3-yl)carbonyl]amino}-1H-pyrazol-5-yl)cyclopentyl propylcarbamate